(4-chlorobenzylidene)-2-phenyl-1,3-dioxane-4,6-dione ClC1=CC=C(C=C2C(OC(OC2=O)C2=CC=CC=C2)=O)C=C1